sulfamoyl-phenylsilane S(N)(=O)(=O)[SiH2]C1=CC=CC=C1